2-(N-(4-(1-(8-(4,4-difluoropiperidin-1-yl)quinolin-6-yl)-1H-1,2,3-triazol-4-yl)-3-(6-azaspiro[2.5]octan-6-yl)phenyl)sulfamoyl)ethyl dimethylglycinate hydrochloride Cl.CN(CC(=O)OCCS(NC1=CC(=C(C=C1)C=1N=NN(C1)C=1C=C2C=CC=NC2=C(C1)N1CCC(CC1)(F)F)N1CCC2(CC2)CC1)(=O)=O)C